1,1-dimethylhydrazine hydrochloride salt Cl.CN(N)C